(S)-8-chloro-4-((3,4-dichloro-2-fluorophenyl)amino)-6-((isoindolin-4-yl(1H-1,2,3-triazol-4-yl)methyl)amino)quinoline-3-carbonitrile ClC=1C=C(C=C2C(=C(C=NC12)C#N)NC1=C(C(=C(C=C1)Cl)Cl)F)N[C@H](C=1N=NNC1)C1=C2CNCC2=CC=C1